[Ir-](Cl)Cl iridium(I) dichloride